C(=C)[Si](OC(C(OC)(OCC)OCC)OCC)(OCCOC)OCCOC vinyltriethoxytri(β-methoxyethoxy)silane